NC1=NC=CC=C1C1=NC=2C(=NC(=CC2)OCF)N1C1=CC=C(C=C1)CO (4-(2-(2-Aminopyridin-3-yl)-5-(fluoromethoxy)-3H-imidazo[4,5-b]pyridin-3-yl)phenyl)methanol